tetracyclo[6.2.1.13,6.02,7]dodec-9-ene-4-ol C12C3C4C(CC(C3C(C=C1)C2)C4)O